C(CC(O)(C(=O)O)CC(=O)O)(=O)[O-].O.C(CC(O)(C(=O)O)CC(=O)O)(=O)O.[Na+] sodium citrate hydrate (Citrate)